4-amino-N-ethyl-N-((6-(trifluoromethyl)-3-pyridazinyl)methyl)-1,3-dihydrofuro[3,4-c][1,7]naphthyridine-8-carboxamide NC1=NC=2C=NC(=CC2C2=C1COC2)C(=O)N(CC=2N=NC(=CC2)C(F)(F)F)CC